C(C1=CC=CC=C1)OC(=O)N1CCC2(C[C@@H](C[C@H]2NS(=O)(=O)C(C)(C)C)C)CC1 (1R,3S)-1-((R)-1,1-dimethylethylsulfonamido)-3-methyl-8-azaspiro[4.5]decane-8-carboxylic acid benzyl ester